(4-(4-fluorobenzyl)piperazin-1-yl)(1-methyl-6-((5-(3-(4-(trifluoromethyl)phenyl)-1,2,4-oxadiazol-5-yl)pyrazin-2-yl)oxy)-1H-indol-2-yl)methanone FC1=CC=C(CN2CCN(CC2)C(=O)C=2N(C3=CC(=CC=C3C2)OC2=NC=C(N=C2)C2=NC(=NO2)C2=CC=C(C=C2)C(F)(F)F)C)C=C1